[Si](C)(C)(C(C)(C)C)O[C@@H](C)[C@@H]1CC(CC(N1)(C)C)OC=1N=NC(=CC1)C1=C(C=C(C=C1)N1N=CC=C1)OC 3-((6S)-6-((S)-1-(tert-butyldimethylsilyloxy)ethyl)-2,2-dimethylpiperidin-4-yloxy)-6-(2-methoxy-4-(1H-pyrazol-1-yl)phenyl)pyridazine